4-methyl-6-oxo-1,4,5,6-tetrahydropyridazine-3-carboxylic acid tert-butyl ester C(C)(C)(C)OC(=O)C1=NNC(CC1C)=O